C(C)(C)C1=C(N)C=CC=C1 2-(isopropyl)aniline